(R)-5-amino-N-((R)-1-(4-bromo-2-fluorophenyl)ethyl)-N-ethyl-6-methyl-6,8-dihydro-1H-furo[3,4-d]pyrrolo[3,2-b]pyridine-2-carboxamide NC1=C2C(=C3C(=N1)C=C(N3)C(=O)N(CC)[C@H](C)C3=C(C=C(C=C3)Br)F)CO[C@@H]2C